(1-(tert-butyloxy)-1-oxopropan-2-yl)bromide C(C)(C)(C)OC(C(C)Br)=O